1-(4-bromo-2,3-difluorophenyl)-4-cyclopropylpiperazine BrC1=C(C(=C(C=C1)N1CCN(CC1)C1CC1)F)F